NC1=C(C=C(C=N1)C=1C=C(C=CC1)C=CC(=O)NC1=CC(=C(C=C1)C)C(F)(F)F)Cl 3-(3-(6-amino-5-chloropyridin-3-yl)phenyl)-N-(4-methyl-3-(trifluoromethyl)phenyl)acrylamide